1-(5-((2,6-dichlorobenzyl)oxy)-2,3-dihydro-1H-inden-1-yl)-2,6-dimethyl-piperidine-4-carboxylic acid ethyl ester C(C)OC(=O)C1CC(N(C(C1)C)C1CCC2=CC(=CC=C12)OCC1=C(C=CC=C1Cl)Cl)C